(2R)-N-{(1R)-1-cyano-2-[4-(3-methyl-2-oxo-2,3-dihydro-1,3-benzoxazol-5-yl)phenyl]Ethyl}-1,4-oxaazepane-2-carboxamide C(#N)[C@@H](CC1=CC=C(C=C1)C=1C=CC2=C(N(C(O2)=O)C)C1)NC(=O)[C@@H]1OCCCNC1